(1RS,2SR,5RS)-2-((S)-1-hydroxypropan-2-yl)-5-methylcyclohexan-1-ol OC[C@@H](C)[C@H]1[C@@H](C[C@@H](CC1)C)O |&1:4,5,7|